N-[6-(2-chloro-5-fluorophenyl)-2-(dimethylamino)-8-oxo-1,6,7,8-tetrahydroimidazo[4,5-e]isoindol-5-yl]-5-fluoro-3-(trifluoromethyl)benzamide Diisononyl-Phthalat C(CCCCCC(C)C)OC(C=1C(C(=O)OCCCCCCC(C)C)=CC=CC1)=O.ClC1=C(C=C(C=C1)F)C1NC(C2=C3C(=CC(=C12)NC(C1=CC(=CC(=C1)F)C(F)(F)F)=O)N=C(N3)N(C)C)=O